3',5-diallyl-4'-hydroxy-5'-nitro-[1,1'-biphenyl]-2-yl dodecanoate C(CCCCCCCCCCC)(=O)OC1=C(C=C(C=C1)CC=C)C1=CC(=C(C(=C1)[N+](=O)[O-])O)CC=C